3-[3-[4-(methoxymethoxy)-6-methyl-benzofuran-5-yl]-5-(trifluoromethyl)pyrrolo[2,3-c]pyridazin-7-yl]-1-methyl-cyclobutanol COCOC1=C(C(=CC2=C1C=CO2)C)C2=CC1=C(N=N2)N(C=C1C(F)(F)F)C1CC(C1)(O)C